FC1CCN(CC1)C=O (4-fluoro-piperidin-1-yl)-methanone